N-(5-chloro-6-(2H-1,2,3-triazol-2-yl)pyridin-3-yl)-6-(quinolin-5-yl)nicotinamide ClC=1C=C(C=NC1N1N=CC=N1)NC(C1=CN=C(C=C1)C1=C2C=CC=NC2=CC=C1)=O